CNC1=NN2C(N=CC=C2)=C1C(=O)OCC ethyl 2-(methylamino)pyrazolo[1,5-a]pyrimidine-3-carboxylate